(S)-N-(4-((7-methoxy-1-methyl-2-((5-(perfluoroethyl)-1-(tetrahydrofuran-3-yl)-1H-pyrazol-3-yl)amino)-1H-imidazo[4,5-b]pyridin-6-yl)oxy)pyridin-2-yl)cyclopropanecarboxamide COC1=C2C(=NC=C1OC1=CC(=NC=C1)NC(=O)C1CC1)N=C(N2C)NC2=NN(C(=C2)C(C(F)(F)F)(F)F)[C@@H]2COCC2